tert-Butyl 4-((1r,3r)-3-((4-(3-(6-(2-(((allyloxy)carbonyl)oxy)phenyl)-3-aminopyridazin-4-yl)-3,8-diazabicyclo[3.2.1]octan-8-yl)pyridin-2-yl)oxy)cyclobutoxy)piperidine-1-carboxylate C(C=C)OC(=O)OC1=C(C=CC=C1)C1=CC(=C(N=N1)N)N1C[C@H]2CCC(C1)N2C2=CC(=NC=C2)OC2CC(C2)OC2CCN(CC2)C(=O)OC(C)(C)C